O=C(CC(=O)OC(C=O)C1=CC=CC=C1)C 2-oxo-1-phenylethyl 3-oxobutanoate